C(C)N1N=C2N=C(C=NC2=C1)N[C@@H](C)C=1C=C(C=CC1)NC(CC1=CC(=C(C=C1)F)C)=O (S)-N-(3-(1-((2-ethyl-2H-pyrazolo[3,4-b]pyrazin-6-yl)amino)ethyl)phenyl)-2-(4-fluoro-3-methylphenyl)acetamide